OC1=C(C=C(/C=C/C2SC3=C(N2C)C=CC=C3)C=C1OC)OC (E)-2-(4-hydroxy-3,5-dimethoxystyryl)-3-methylbenzo[d]thiazole